uranyl nitrate [N+](=O)([O-])[O-].[U+2](=O)=O.[N+](=O)([O-])[O-]